5,9-dibromospiro(benzo[4',5']thieno[2',3':5,6]fluoreno[4,3-b]benzofuran-7,9'-fluorene) BrC1=C2C(=C3C4=C(C=C(C5=C4OC4=C5C=CC=C4)Br)C4(C5=CC=CC=C5C=5C=CC=CC45)C3=C1)SC1=C2C=CC=C1